FC=1C=C(C=NC1)CN 5-Fluoro-3-pyridinemethanamine